6-[3-[Tert-butyl(dimethyl)silyl]oxyazetidin-1-yl]-3-nitro-N-(4-pyridyl)pyridin-2-amine [Si](C)(C)(C(C)(C)C)OC1CN(C1)C1=CC=C(C(=N1)NC1=CC=NC=C1)[N+](=O)[O-]